C(C)(C)(C)C1=CC=C(C=C1)C=1SC2=C(N1)C=CC=C2 2-(p-tert-butyl-phenyl)-benzothiazole